CC(=C)C\C=C\C (E)-2-methylhexa-1,4-diene